CC1(OC2=C(C1=O)C=CC(=C2)NC2=NC=C(C(=N2)N[C@H](CO)C2=CC=CC=C2)C(=O)NNC(C2=CC=NC=C2)=O)C (S)-2-(2,2-dimethyl-3-oxo-2,3-dihydrobenzofuran-6-ylamino)-4-(2-hydroxy-1-phenylethylamino)-N'-isonicotinoylpyrimidine-5-carbohydrazide